2-ethyl-1,2,3,4-tetrahydroisoquinolin-7-amine C(C)N1CC2=CC(=CC=C2CC1)N